ClC=1C=C(C2=C(N1)N(C=C2)COCC[Si](C)(C)C)NC2CC2 6-chloro-N-cyclopropyl-1-((2-(trimethylsilyl)ethoxy)methyl)-1H-pyrrolo[2,3-b]pyridin-4-amine